2-oxa-4,9-diazaspiro[5.5]undecan-3-one C1OC(NCC12CCNCC2)=O